Tolylphosphonic acid C1(=C(C=CC=C1)P(O)(O)=O)C